N1(C(C(C2=CC=CC=C12)=O)=O)CC1=CC=C(C(=O)NO)C=C1 4-((indol-2,3-dione-1-yl)methyl)-N-hydroxybenzamide